OC1C(C(OC2C1OC(OC2)C2=CC=CC=C2)OC2=CC=C(C=C2)C(C=CC2=CC=CC=C2)=O)NC(C)=O N-[8-Hydroxy-2-phenyl-6-[4-(3-phenylprop-2-enoyl)phenoxy]-4,4a,6,7,8,8a-hexahydropyrano[3,2-d][1,3]dioxin-7-yl]acetamide